FC1=CC=C(C=C1)C1=C([N+](C=C2C=C3C(C=C12)=CNN3)=O)C(C)C 5-(4-fluorophenyl)-6-isopropyl-7-oxo-1H-pyrazolo[4,3-g]Isoquinolin-7-ium